C1(=CC=CC=C1)[C@@H](C)N1C2C=CC(C1C(=O)OC)C2 methyl 2-[(1R)-1-phenylethyl]-2-azabicyclo[2.2.1]hept-5-ene-3-carboxylate